(((p-Tolylthio)imino)methyl)naphthalen-2-ol C1(=CC=C(C=C1)SN=CC1=C(C=CC2=CC=CC=C12)O)C